OC=1C(=NC=CC1OC)C(=O)N[C@H](C(=O)OC1C(CC1)(C1=CC=C(C=C1)F)C1=CC=C(C=C1)F)C [2,2-bis(4-fluorophenyl)cyclobutyl] (2S)-2-[(3-hydroxy-4-methoxy-pyridine-2-carbonyl)amino]propanoate